Cl.Cl.Cl.CNC1CN(CC1)C=1N=NC(=CN1)C1=C(C=C(C=C1)C1=NC=NC(=C1)SC)O 2-{3-[3-(methylamino)pyrrolidin-1-yl]-1,2,4-triazin-6-yl}-5-[6-(methylsulfanyl)pyrimidin-4-yl]phenol tri-hydrochloride